C(C)(C)(C)[Si](OCCNC)(C)C 2-[tert-butyl-(dimethyl)siloxy]-N-methyl-ethylamine